[K+].[K+].CC1=NC2=CC=C(C=C2C1(CCCCS(=O)(=O)[O-])C)S(=O)(=O)[O-] 2,3-Dimethyl-3-(4-sulfobutyl)-3H-indole-5-sulfonic acid, dipotassium salt